NC1=NC=C(C2=C1C=NN2)NC(C(N2[C@H](CC[C@@H](C2)C)C2=CC=CC=C2)=O)=O N-(4-amino-1H-pyrazolo[4,3-c]pyridin-7-yl)-2-oxo-2-[(2R,5S)-5-methyl-2-phenyl-1-piperidyl]acetamide